C(C)(C)(C)[C@@H]1N(CCC1[C@@H](C(=O)OC(C)(C)C)CC1=CC(=CC=C1)I)C(=O)O.Br/C=C/C=1C(=NC(NC1)=O)N (E)-5-(2-bromo-vinyl)cytosine tert-butyl-(R)-3-((S)-1-(tert-butoxy)-3-(3-iodophenyl)-1-oxopropan-2-yl)pyrrolidine-1-carboxylate